FC1(CCN(CC1)C1=NC(=CC2=C1COC2)NC(C2=C(C=C(C=C2)NS(=O)(=O)CCO)N2CCC1(CC1)CC2)=O)F N-(4-(4,4-difluoropiperidin-1-yl)-1,3-dihydrofuro[3,4-c]pyridine-6-yl)-4-(2-hydroxyethylsulfonylamino)-2-(6-azaspiro[2.5]octane-6-yl)benzamide